N8-(2-Methoxyethyl)-N5-methyl-N5-phenyl-[1,2,4]triazolo[4,3-a]quinazoline-5,8-diamine COCCNC1=CC=C2C(=NC=3N(C2=C1)C=NN3)N(C3=CC=CC=C3)C